4-(5-bromo-3-(4-fluorophenyl)-7-methylquinolin-2-yl)morpholine BrC1=C2C=C(C(=NC2=CC(=C1)C)N1CCOCC1)C1=CC=C(C=C1)F